3,3'-bis(4-phenylbenzoyl)benzidine C1(=CC=CC=C1)C1=CC=C(C(=O)C=2C=C(C=CC2N)C2=CC(=C(N)C=C2)C(C2=CC=C(C=C2)C2=CC=CC=C2)=O)C=C1